tert-butyl (R)-2-((R)-1-((4-((5-fluoroquinolin-6-yl)amino)-7-(1-methyl-1H-pyrazol-4-yl)quinazolin-5-yl)oxy)ethyl)pyrrolidine-1-carboxylate FC1=C2C=CC=NC2=CC=C1NC1=NC=NC2=CC(=CC(=C12)O[C@H](C)[C@@H]1N(CCC1)C(=O)OC(C)(C)C)C=1C=NN(C1)C